(S)-tert-butyl 6-(4-((dimethylamino)methyl)phenyl)-3-methyl-3,4-dihydropyridine-1(2H)-carboxylate CN(C)CC1=CC=C(C=C1)C1=CC[C@@H](CN1C(=O)OC(C)(C)C)C